2-(5-{[(1R,2S,3S,5S)-2-fluoro-1,5-dimethyl-8-azabicyclo[3.2.1]octan-3-yl](methyl)amino}pyrazin-2-yl)-5-(1-methyl-1H-pyrazol-3-yl)phenol F[C@@H]1[C@]2(CC[C@@](C[C@@H]1N(C=1N=CC(=NC1)C1=C(C=C(C=C1)C1=NN(C=C1)C)O)C)(N2)C)C